C(C(=C)C)(=O)OCCCCCCCCCCC undecanyl methacrylate